N-(2-(4-(((2S,6R)-2,6-dimethylmorpholino)methyl)piperidin-1-yl)-3-fluorophenyl)-4-(N,N-dimethylsulfamimidoyl)benzene-sulfonamide C[C@@H]1O[C@@H](CN(C1)CC1CCN(CC1)C1=C(C=CC=C1F)NS(=O)(=O)C1=CC=C(C=C1)S(N(C)C)(=O)=N)C